C[C@@H]1COC[C@H](N1C[C@@H]1N(C[C@H](NC1)C)CC(=O)N1C2=C(OC[C@@H]1COC)N=CC(=C2)CC2=CC=C(C=C2)F)C 2-((2R,5R)-2-(((3R,5R)-3,5-dimethylmorpholino)methyl)-5-methylpiperazin-1-yl)-1-((S)-7-(4-fluorobenzyl)-2-(methoxymethyl)-2,3-dihydro-1H-pyrido[2,3-b][1,4]oxazin-1-yl)ethan-1-one